O=C(CCCN(C(OC(C)(C)C)=O)CCC)N1CCN(CC1)C1=NC=C(C=N1)C(F)(F)F tert-butyl (4-oxo-4-(4-(5-(trifluoromethyl)pyrimidin-2-yl)piperazin-1-yl)butyl)(propyl)carbamate